1-ethyl-3-methyl-1H-pyrazol-5-carboxamid C(C)N1N=C(C=C1C(=O)N)C